C[C@H](CCC[C@H](C)CCCC(C)C)CCC[C@@H](C)CCOC[C@@H](COP(=O)([O-])O[C@H]1[C@@H]([C@H]([C@@H]([C@H]([C@H]1O)OP(=O)([O-])[O-])O)O)O)OCC[C@H](C)CCC[C@H](C)CCC[C@H](C)CCCC(C)C The molecule is an ionic phospholipid obtained by deprotonation of the phosphate OH groups of 1-archaetidyl-1D-myo-inositol 3-phosphate. It is a conjugate base of a 1-archaetidyl-1D-myo-inositol 3-phosphate.